ClC=1C=2N(C=CC1)C=CN2 8-Chloroimidazo[1,2-a]pyridin